C(C)(=O)N1CC(C1)OC1=NN(C=C1)C 3-(1-acetylazetidin-3-yl)oxy-1-methyl-pyrazol